OC1(C2=CC=CC=C2C=2C(=CC(=CC12)OC)C=1C=NN(C1)C(C(=O)NNC1=NC=C(C=C1)C(F)(F)F)C)C(F)(F)F 2-(4-(9-hydroxy-2-methoxy-9-(trifluoromethyl)-9H-fluoren-4-yl)-1H-pyrazol-1-yl)-N'-(5-(trifluoromethyl)pyridin-2-yl)propanehydrazide